C(C=C)(=O)N1C[C@@H](N([C@H](C1)C)C1=NC(=NC2=C1N=C(N(C2=O)C2=CC=CC1=CC=CC(=C21)Cl)C)OC[C@H]2N(CCC2)C)C 8-((2S,6S)-4-acryloyl-2,6-dimethylpiperazin-1-yl)-3-(8-chloronaphthalen-1-yl)-2-methyl-6-(((S)-1-methylpyrrolidin-2-yl)methoxy)pyrimido[5,4-d]Pyrimidin-4(3H)-one